4-methyl-5-(trifluoromethyl)-4H-1,2,4-triazole-3-carbaldehyde CN1C(=NN=C1C(F)(F)F)C=O